NC1=NC=NN2C1=CC=C2C2(O)[C@H]([C@H](OCC1=CC=CC=C1)[C@H](O2)COCC2=CC=CC=C2)F 1-C-(4-aminopyrrolo[2,1-f][1,2,4]triazin-7-yl)-2-deoxy-2-fluoro-3,5-di-O-benzyl-D-arabinofuranose